CC=1NC(C=2N(C1)N=CC2C(=O)OCC)=O ethyl 6-methyl-4-oxo-5H-pyrazolo[1,5-a]pyrazine-3-carboxylate